(S)-2-((4-(6-((2-(2-Methoxy-2-oxoethyl)pyrazolo[1,5-a]pyridin-4-yl)methoxy)pyridin-2-yl)piperidin-1-yl)methyl)-1-((oxetan-2-yl)methyl)-1H-benzo[d]imidazole-6-carboxylic acid COC(CC1=NN2C(C(=CC=C2)COC2=CC=CC(=N2)C2CCN(CC2)CC2=NC3=C(N2C[C@H]2OCC2)C=C(C=C3)C(=O)O)=C1)=O